BrC=1C=CC=2N(C1)NC(C2)=O 6-bromopyrazolo[1,5-a]pyridin-2(1H)-one